2-cyclopropyl-5-ethoxy-4-(hydroxymethyl)benzoic acid C1(CC1)C1=C(C(=O)O)C=C(C(=C1)CO)OCC